C(C)OC(=O)C=1C(=NN2C1C=CC=C2Cl)OC(=O)OC(C)(C)C 2-((Boc)oxy)-7-chloropyrazolo[1,5-a]Pyridine-3-carboxylic acid ethyl ester